C(C)(C)(C)OC(=O)N1C[C@H](N([C@H](C1)C)C1=NC=NC2=CC=C(C=C12)C=1C=NC(=C(C1)NS(=O)(=O)C1=C(C=CC=C1)F)OC)C (3r,5s)-4-(6-(5-((2-fluorophenyl)sulfonamido)-6-methoxypyridin-3-yl)quinazolin-4-yl)-3,5-dimethylpiperazine-1-carboxylic acid tert-butyl ester